C(CCCCC)C1=C2C(=CC(=C1)O2)CCCCCC (2,6-dihexyl-1,4-phenylene) ether